(R)-3-(4-ethyl-6,6a,7,8,9,10-hexahydro-5H-pyrazino[1,2-a][1,8]naphthyridin-3-yl)propionitrile C(C)C=1C=2CC[C@H]3N(C2N=CC1CCC#N)CCNC3